N-(7-amino-4-chloro-1-methyl-1H-indazol-3-yl)-N-(4-methoxybenzyl)methanesulfonamide NC=1C=CC(=C2C(=NN(C12)C)N(S(=O)(=O)C)CC1=CC=C(C=C1)OC)Cl